3-(1-oxo-5-(1-(3-(phenylamino)benzyl)piperidin-4-yl)isoindolin-2-yl)piperidine-2,6-dione O=C1N(CC2=CC(=CC=C12)C1CCN(CC1)CC1=CC(=CC=C1)NC1=CC=CC=C1)C1C(NC(CC1)=O)=O